CC1=CC=C(C(=O)O)C=C1 para-methyl-benzoic acid